BrCC1=CC=C2C3(CC=4C(=NOC4C2=C1)N(S(=O)(=O)C1=C(C=CC=C1)OC)CC[Si](C)(C)C)CC3 N-(8'-(bromomethyl)-4'H-spiro[cyclopropane-1,5'-naphtho[2,1-d]isoxazol]-3'-yl)-2-methoxy-N-(2-(trimethylsilyl)ethyl)benzenesulfonamide